BrC1=CC=C(C=C1)NS(=O)(=O)C=1C=C(C(=O)NC=2N(C=C(N2)O)C)C=CC1 3-(N-(4-bromophenyl)sulfamoyl)-N-(4-hydroxy-1-methyl-1H-imidazol-2-yl)benzamide